[Co](Cl)(Cl)Cl.C(=O)(O)C1=CC=C(C=C1)C=1C2=CC=C(N2)C(=C2C=CC(C(=C3C=CC(=C(C=4C=CC1N4)C4=CC=C(C=C4)C(=O)O)N3)C3=CC=C(C=C3)C(=O)O)=N2)C2=CC=C(C=C2)C(=O)O [5,10,15,20-tetra(4-carboxyphenyl)porphyrin] cobalt (III) chloride